N,N-bis([1,1'-biphenyl]-4-yl)-4'-(4,4,5,5-tetramethyl-1,3,2-dioxaborolan-2-yl)-[1,1'-biphenyl]-4-amine C1(=CC=C(C=C1)N(C1=CC=C(C=C1)C1=CC=C(C=C1)B1OC(C(O1)(C)C)(C)C)C1=CC=C(C=C1)C1=CC=CC=C1)C1=CC=CC=C1